Bis(amino)dipropyl-tin N[Sn](CCC)(CCC)N